C(C1=CC=CC=C1)(=O)OCC(C(CC)(OC(C1=CC=CC=C1)=O)C)C 2,3-dimethyl-1,3-pentanediol dibenzoate